2,2'-bis(4-phenylbenzoyl)benzidine C1(=CC=CC=C1)C1=CC=C(C(=O)C2=C(C=CC(=C2)N)C2=C(C=C(N)C=C2)C(C2=CC=C(C=C2)C2=CC=CC=C2)=O)C=C1